2-(4-((8-fluoro-3-(phenylsulfonyl)-7-(o-tolyl)pyrrolo[3,2-e]indazol-6(3H)-yl)methyl)phenyl)ethan-1-ol FC1=C(N(C2=C1C=1C=NN(C1C=C2)S(=O)(=O)C2=CC=CC=C2)CC2=CC=C(C=C2)CCO)C2=C(C=CC=C2)C